S1C(=NC2=C1C=CC=C2)C2=C(SC=1C(N(C(CC12)C)C(=O)OC(C)(C)C)C)NC(CCN[C@@H](C)CC)=O tert-Butyl 3-(benzo[d]thiazol-2-yl)-2-(3-(((S)-sec-butyl)amino)propanamido)-5,7-dimethyl-4,7-dihydrothieno[2,3-c]pyridine-6(5H)-carboxylate